NC1=C(C2(C(C(=C1F)F)(C1=C(C(=C(C(=C1F)F)N)F)F)S2)F)F 4,4'-diaminooctafluorobiphenyl sulfide